tert-butyl 7-(2-((6-cyanopyridin-3-yl)((tetrahydro-2H-pyran-4-yl)methyl)amino)ethyl)-6,8-dioxa-2-azaspiro[3.5]nonane-2-carboxylate C(#N)C1=CC=C(C=N1)N(CCC1OCC2(CN(C2)C(=O)OC(C)(C)C)CO1)CC1CCOCC1